N1=C(SC2=C1C1=C(C=C2)OCC1)N1C(N[C@H]2[C@@H]1CC[C@H]2CNC(OC(C)(C)C)=O)=O |r| tert-butyl rac-[(3aR,4S,6aS)-1-(7,8-dihydrofuro[3,2-e][1,3]benzothiazol-2-yl)-2-oxooctahydrocyclopenta[d]imidazol-4-yl]methylcarbamate